BrC1=C2C=C(C(NC2=CC(=C1)C)=O)C1=CC=C(C=C1)F 5-bromo-3-(4-fluorophenyl)-7-methylquinolin-2(1H)-one